NC1=NC=C2N(C(N(C2=N1)[C@@H]1O[C@@H](C[C@H]1O)CO)=O)CC1=CC=C(S1)C(=O)O 5-((2-amino-9-((2R,3R,5S)-3-hydroxy-5-(hydroxymethyl)tetrahydrofuran-2-yl)-8-oxo-8,9-dihydro-7H-purin-7-yl)methyl)thiophene-2-carboxylic acid